ClC1=NC=CC=2NC(N(CC21)CC(=O)OC(C)(C)C)=O tert-butyl 2-{5-chloro-2-oxo-1H,4H-pyrido[4,3-d]pyrimidin-3-yl}acetate